2-[(5-Chloro-3-hydroxypyridin-2-yl)methyl]-3-(4-chlorophenyl)-4-fluoro-6-[(1S)-1-hydroxy-1-(1-methylpiperidin-4-yl)propyl]-3-[(3S)-oxolan-3-yloxy]-2,3-dihydro-1H-isoindol-1-on ClC=1C=C(C(=NC1)CN1C(C2=CC(=CC(=C2C1(O[C@@H]1COCC1)C1=CC=C(C=C1)Cl)F)[C@](CC)(C1CCN(CC1)C)O)=O)O